BrC=1N=C2C(=CC=NC2=CC1OC)O 6-Bromo-7-methoxy-1,5-naphthyridin-4-ol